N-(3-cyanophenyl)-3-((3,4-difluorophenyl)sulfonamido)benzamide C(#N)C=1C=C(C=CC1)NC(C1=CC(=CC=C1)NS(=O)(=O)C1=CC(=C(C=C1)F)F)=O